N1C=NC2=C1C=C(C=C2)N2C(C1=CC=CC=C1C2=O)=O 2-(1H-benzo[d]imidazol-6-yl)isoindoline-1,3-dione